ClC=1C(=C(C=CC1F)C(N[S@](=O)C(C)(C)C)C=1C=NC(=CC1)C(C)(F)F)F (R)-N-((3-chloro-2,4-difluorophenyl)(6-(1,1-difluoroethyl)-pyridin-3-yl)methyl)-2-methylpropan-2-sulfinamide